4-[5-[3-(3-methoxyphenyl)pyrazol-1-yl]-2-(3-pyridinyl)pyrazolo[1,5-a]pyrimidin-7-yl]morpholine COC=1C=C(C=CC1)C1=NN(C=C1)C1=NC=2N(C(=C1)N1CCOCC1)N=C(C2)C=2C=NC=CC2